CC1=NN(C(=C1)C)C1=NN(C(C=C1)=O)C1C(CN(CC1)C1=C(C=C2C(=N1)CCOC2)C#N)(F)F 2-[4-[3-(3,5-dimethylpyrazol-1-yl)-6-oxopyridazin-1-yl]-3,3-difluoropiperidin-1-yl]-7,8-dihydro-5H-pyrano[4,3-b]pyridine-3-carbonitrile